tert-butyl (R)-3-(N-(2-bromothieno[3,2-c]pyridin-4-yl)-2-fluoro-4-(5-methyl-1,3,4-thiadiazol-2-yl)benzamido)piperidine-1-carboxylate BrC1=CC=2C(=NC=CC2S1)N(C(C1=C(C=C(C=C1)C=1SC(=NN1)C)F)=O)[C@H]1CN(CCC1)C(=O)OC(C)(C)C